FC(CC=1SC=C(N1)CC1=CC=NC=C1)(F)F (Z)-2,2,2-trifluoro-1-(4-(pyridin-4-yl-methyl)thiazol-2-yl)ethan